C1CCC2=CC=CC3=CC=CC1=C23 2,3-dihydro-1H-phenalene